CN1N=C(C=C1)C=1C(=CC(=NC1)NC(C)=O)NC1=CC(=CC(=C1)OC(F)(F)F)S(=O)(=O)C N-(5-(1-methyl-1H-pyrazol-3-yl)-4-((3-(methylsulfonyl)-5-(trifluoromethoxy)phenyl)amino)pyridin-2-yl)acetamide